diethyl-din-butoxysilane C(C)[Si](OCCCC)(OCCCC)CC